C(C=C)C1=C(C(=CC(=C1O)CC=C)C1=CC=CC=C1)O 3,5-di-2-propenyl-1,1-biphenyl-2,4-diol